C(#N)C(C)(C)C1=CC=C(C=N1)NCC#CC=1N(C2=CC=CC(=C2C1)CN1CCN(CC1)CC(=O)N)CC(F)(F)F 2-(4-{[2-(3-{[6-(1-cyano-1-methylethyl)pyridin-3-yl]amino}prop-1-yn-1-yl)-1-(2,2,2-trifluoroethyl)-1H-indol-4-yl]methyl}piperazin-1-yl)acetamide